BrC1=C(C=CC=C1I)C1=CC=C(C=C1)C1=CC=C(C=C1)Cl 2-bromo-4''-chloro-3-iodo-1,1':4',1''-terphenyl